C(C)(=O)NC1=CC=C(C=C1)N(C(CN1C(=NC2=C1C=C(C=C2)C#N)Cl)=O)CC2=CSC=C2 N-(4-acetamidophenyl)-2-(2-chloro-6-cyano-benzimidazol-1-yl)-N-(3-thienylmethyl)acetamide